Bis(3-chloro-2,2-dimethylpropyl)methylamine hydrochloride Cl.ClCC(CN(C)CC(CCl)(C)C)(C)C